C[C@@H]1CN(CCC1)CCCOC1=CC=C(C=C1)[N+](=O)[O-] (S)-3-methyl-1-(3-(4-nitrophenoxy)propyl)piperidine